methyl 8-bromo-3-[(difluoromethyl)sulfanyl]indolizine-2-carboxylate BrC1=CC=CN2C(=C(C=C12)C(=O)OC)SC(F)F